(S)-1-(2-(2-cyano-4,4-difluoropyrrolidin-1-yl)-2-oxoethyl)-3-(1H-pyrrolo[2,3-B]pyridin-4-yl)urea C(#N)[C@H]1N(CC(C1)(F)F)C(CNC(=O)NC1=C2C(=NC=C1)NC=C2)=O